3-chloro-5-((1-((6-(difluoromethyl)-3-oxo-2,3-dihydropyridazin-4-yl)methyl)-4-methyl-6-oxo-1,6-dihydropyrimidin-5-yl)oxy)benzonitrile ClC=1C=C(C#N)C=C(C1)OC1=C(N=CN(C1=O)CC=1C(NN=C(C1)C(F)F)=O)C